N-[5-Bromo-2-[4-(trifluoromethoxy)phenyl]-1,2,4-triazol-3-yl]ethanesulfonamide BrC=1N=C(N(N1)C1=CC=C(C=C1)OC(F)(F)F)NS(=O)(=O)CC